Manganese (iii) chloride [Cl-].[Mn+3].[Cl-].[Cl-]